5-((R)-3-aminopiperidin-1-yl)-2-(2,6-dioxopiperidin-3-yl)isoindoline-1,3-dione N[C@H]1CN(CCC1)C=1C=C2C(N(C(C2=CC1)=O)C1C(NC(CC1)=O)=O)=O